(5-(2-Azidoethyl)-1H-imidazol-1-yl)methyl pivalate C(C(C)(C)C)(=O)OCN1C=NC=C1CCN=[N+]=[N-]